BrC1=C(C=C(C=C1F)F)[C@@H]1C2=C(NC(=C1C(=O)OC)C)COC2=O methyl (S)-4-(2-bromo-3,5-difluorophenyl)-2-methyl-5-oxo-1,4,5,7-tetrahydrofurano[3,4-b]pyridine-3-carboxylate